C(CCCCC)S(=O)(=O)[O-].[Li+] lithium hexanesulfonate